bisphenol monomethacrylate C(C(=C)C)(=O)O.C1(=CC=CC=C1)O.C1(=CC=CC=C1)O